CN1N=C2C=CC=C(C2=C1)CN1CCC2(CC1)COC1=C3CN(C(C3=CC=C12)=O)C1C(NC(CC1)=O)=O 3-(1'-((2-methyl-2H-indazol-4-yl)methyl)-6-oxo-6,8-dihydro-2H,7H-spiro[furo[2,3-e]isoindole-3,4'-piperidin]-7-yl)piperidine-2,6-dione